3-(5-(4-((7-azaspiro[3.5]nonan-7-yl)methyl)-1-methyl-1H-pyrrolo[2,3-b]pyridin-6-yl)-1-oxoisoindolin-2-yl)piperidine-2,6-dione C1CCC12CCN(CC2)CC2=C1C(=NC(=C2)C=2C=C3CN(C(C3=CC2)=O)C2C(NC(CC2)=O)=O)N(C=C1)C